tert-Butyl (2S,4S)-4-(N-(3,3-difluorocyclobutyl)-2,2,2-trifluoroacetamido)-2-phenylpiperidine-1-carboxylate FC1(CC(C1)N(C(C(F)(F)F)=O)[C@@H]1C[C@H](N(CC1)C(=O)OC(C)(C)C)C1=CC=CC=C1)F